ClC1=C(C(=CC=C1)F)N1C=2N(C3=C(C1=O)C=NC(=N3)NC3=CC=C1C(CN(CC1=C3)C(=O)C3CC3)(C)C)C=CN2 6-(2-chloro-6-fluorophenyl)-2-{[2-(cyclopropylcarbonyl)-4,4-dimethyl-1,2,3,4-tetrahydroisoquinolin-7-yl]amino}imidazo[1,2-a]pyrimido[5,4-e]pyrimidin-5(6H)-one